(S)-N-(5-(2-(1-cyclopropylethyl)-4-(3,3-dimethylureido)-3-oxo-2,3-dihydro-1H-pyrrolo[3,4-c]pyridin-6-yl)-4-methylthiazol-2-yl)acetamide C1(CC1)[C@H](C)N1C(C=2C(=NC(=CC2C1)C1=C(N=C(S1)NC(C)=O)C)NC(=O)N(C)C)=O